C(CCCCCCCCC)OC1=C(C=C(C(=O)O)C=C1)OC 4-Decyloxy-3-methoxybenzoic acid